COC1=C(C=CC=C1)C(C#C)O 1-(2-methoxyphenyl)prop-2-yn-1-ol